C(C)(C)(C)OC(=O)N1[C@@H](CCC1)C=1C=C(C=C2CCN(CC12)C(=O)C=1N(N=C(C1)C)C)C=1C=C2C(=NC1)NC=C2C (S)-2-[2-(2,5-dimethylpyrazole-3-carbonyl)-6-(3-methyl-1H-pyrrolo[2,3-b]pyridin-5-yl)-1,2,3,4-tetrahydroisoquinolin-8-yl]pyrrolidine-1-carboxylic acid tert-butyl ester